(R)-(+)-1-(2,3,4-trifluorophenyl)propyl isocyanate FC1=C(C=CC(=C1F)F)[C@@H](CC)N=C=O